BrC=1C=C(C(=O)N[C@H](C(=O)N2[C@@H](C[C@H](C2)O)C(=O)N[C@@H](C)C2=CC=C(C=C2)C2=C(N=CS2)C)C(C)(C)C)C=C(C1)F (2S,4R)-1-[(2S)-2-(3-bromo-5-fluorobenzamido)-3,3-dimethylbutyryl]-4-hydroxy-N-{(1S)-1-[4-(4-methyl-1,3-thiazol-5-yl)phenyl]ethyl}pyrrolidine-2-carboxamide